CC=1N=C(SC1)C=1N(C=CC1)S(=O)(=O)C1=CC=C(C)C=C1 2-(4-methylthiazol-2-yl)-1-p-toluenesulfonyl-1H-pyrrole